1-ethyl-3-methylimidazolium Levulinate C(CCC(=O)C)(=O)[O-].C(C)N1C=[N+](C=C1)C